(R)-2-(6-(4-fluoropiperidin-1-yl)-3,4-dihydroisoquinolin-2(1H)-yl)-4-((1-(hydroxymethyl)cyclobutyl)amino)-6,7-dihydrothieno[3,2-d]pyrimidine 5-oxide FC1CCN(CC1)C=1C=C2CCN(CC2=CC1)C=1N=C(C2=C(N1)CC[S@]2=O)NC2(CCC2)CO